2,6-difluoro-N-(isothiazol-3-yl)benzenesulfonamide formate C(=O)O.FC1=C(C(=CC=C1)F)S(=O)(=O)NC1=NSC=C1